tert-butyl ((4-(N-(5-chloro-4-(cyclopentylmethoxy)-2-fluorobenzoyl)-sulfamoyl)morpholin-2-yl)methyl)carbamate ClC=1C(=CC(=C(C(=O)NS(=O)(=O)N2CC(OCC2)CNC(OC(C)(C)C)=O)C1)F)OCC1CCCC1